N1=C2C(=CC=C1COC1=NN=C(S1)N)COCC2 5-(5h,7h,8h-pyrano(4,3-b)pyridin-2-ylmethoxy)-1,3,4-thiadiazol-2-amine